3',3,4',5,7-pentahydroxyflavone OC=1C=C(C=2OC3=CC(=CC(=C3C(C2O)=O)O)O)C=CC1O